4-nitrophenylboron [N+](=O)([O-])C1=CC=C(C=C1)[B]